[OH-].[OH-].[OH-].C(CC(C)C)[Zr+3] monoisopentylzirconium trihydroxide